C(=O)C=1C=CC2=C(N(C(=N2)NC(=O)C=2SC=C(C2)[N+](=O)[O-])[C@H]2CN(CCCC2)C(=O)OC(C)(C)C)C1 tert-butyl (3R)-3-[6-formyl-2-[(4-nitrothiophene-2-carbonyl)amino]benzimidazol-1-yl]azepane-1-carboxylate